1,4-bis(3-thienyl)-1,2-diallyl-1-buten-3-yne S1C=C(C=C1)C(=C(C#CC1=CSC=C1)CC=C)CC=C